N-[(1R)-2-methoxycyclopropyl]-8-(methylamino)imidazo[1,2-b]pyridazine-3-carboxamide COC1[C@@H](C1)NC(=O)C1=CN=C2N1N=CC=C2NC